crotonic acid lead [Pb].C(\C=C\C)(=O)O